FC1=CC=C(C=C1)CC(=O)O.C1=CC=CC=2C3=CC=CC=C3NC12 (9H-carbazole) 2-(4-fluorophenyl)acetate